C(C)(C)(C)OOC(C)(C)C1=CC(=CC(=C1)C(C)(OOC(C)(C)C)C)C(C)(OOC(C)(C)C)C 1,3,5-tri[1-(t-butylperoxy)-1-methylethyl]benzene